(+)-(S)-4-Methyl-N-(2-(2-methyl-5,6,7,8-tetrahydronaphthalen-1-yl)phenyl)benzenesulfonamide CC1=CC=C(C=C1)S(=O)(=O)NC1=C(C=CC=C1)C1=C(C=CC=2CCCCC12)C